methyl 2-((4-(6-hydroxypyridin-2-yl) cyclohex-3-en-1-yl) methyl)-3-(((S)-oxetan-2-yl) methyl)-3H-imidazo[4,5-b]pyridine-5-carboxylate OC1=CC=CC(=N1)C1=CCC(CC1)CC1=NC=2C(=NC(=CC2)C(=O)OC)N1C[C@H]1OCC1